5-chloro-2-(4-{[(3R)-oxan-3-yl]amino}imidazo[1,5-d][1,2,4]triazin-1-yl)phenol ClC=1C=CC(=C(C1)O)C=1C=2N(C(=NN1)N[C@H]1COCCC1)C=NC2